O=C1COC2=C(N1)C=CC=C2C(=O)OC methyl 3-oxo-2,4-dihydro-1,4-benzoxazine-8-carboxylate